C1(CC1)CN1C2[C@@]3(CC[C@H]([C@H]4[C@]3(CC1)C1=C(O4)C(=CC=C1C2)O)NC(=O)C2=CC1=CC=CC=C1C=C2)O N-((4aS,7R,7aR,12bS)-3-(cyclopropylmethyl)-4a,9-dihydroxy-2,3,4,4a,5,6,7,7a-octahydro-1H-4,12-methanobenzofuro[3,2-e]isoquinolin-7-yl)-2-naphthamide